ethyl 2-(1'-{2-acetyl-2-azaspiro[3.3]heptan-6-yl}-5'-fluoro-[4,6'-biindazol]-1-yl)acetate C(C)(=O)N1CC2(C1)CC(C2)N2N=CC1=CC(=C(C=C21)C=2C=1C=NN(C1C=CC2)CC(=O)OCC)F